COC(=O)C1=NN(C=C1)S(=O)(=O)C1=CC=CC=C1.COC(=O)C1=NN(C=C1)CCC1CCN(CC1)C(=O)OC(C)(C)C tert-Butyl 4-(2-(3-(methoxycarbonyl)-1H-pyrazol-1-yl)ethyl)piperidine-1-carboxylate Methyl-1-(phenylsulfonyl)-1H-pyrazole-3-carboxylate